ClC1=NC(=CC(=N1)OC1=C(C=CC=C1)C)C1=C(C=CC=C1)C 2-chloro-4-(2-methylphenoxy)-6-(o-tolyl)pyrimidine